CON1CC(C(CC1)=O)C(=O)OC methyl 1-methoxy-4-oxopiperidin-3-carboxylate